6-[3-(2-fluorophenoxy)-7,8-dihydro-5H-1,6-naphthyridin-6-yl]-5-methyl-pyridine-3-carbonitrile FC1=C(OC=2C=NC=3CCN(CC3C2)C2=C(C=C(C=N2)C#N)C)C=CC=C1